BrC1=CC(=C(C=N1)C(=O)OC)C1=CC(=NC=C1OC)Cl methyl 6-bromo-2'-chloro-5'-methoxy-[4,4'-bipyridine]-3-carboxylate